Tert-butyl (trans)-4-(bis(cyclopropylmethyl)amino)cyclohexylcarbamate C1(CC1)CN([C@@H]1CC[C@H](CC1)NC(OC(C)(C)C)=O)CC1CC1